(E)-1-(3-(2,3-dihydro-[1,4]dioxino[2,3-b]pyridin-7-yl)acryloyl)-6,7-dihydro-1H-azepin-2(5H)-one O1CCOC2=NC=C(C=C21)C=CC(=O)N2C(\C=C\CCC2)=O